2-bromo-6-(propan-2-yl)-6,7-dihydro-4H-pyrazolo[1,5-a]Pyrrolo[3,4-d]Pyrimidine-5,8-dione BrC1=NN2C(NC3=C(C2=O)CN(C3=O)C(C)C)=C1